(4R,6R,7R)-6-methyl-4-[(propan-2-yl)carbamoyl]-6,11-diazatetracyclo[7.6.1.02,7.012,16]hexadeca-1(16),2,9,12,14-pentaen-6-ium C[NH+]1C[C@@H](C=C2C=3C=CC=C4NC=C(C[C@@H]12)C34)C(NC(C)C)=O